(S)-(-)-1-(3-fluorophenyl)propyl isocyanate FC=1C=C(C=CC1)[C@H](CC)N=C=O